ClC(=O)OC(C(Cl)(Cl)Cl)(C)C 2,2,2-trichloro-1,1-dimethylethyl chloroformate